ClC=1C(=C(C=CC1C#N)NC([C@@](CN1N=CC(=C1)C#N)(C)O)=O)C (S)-N-(3-chloro-4-cyano-2-methylphenyl)-3-(4-cyano-1H-pyrazol-1-yl)-2-hydroxy-2-methylpropanamide